4-[(3-chloro-5-fluorophenyl)methyl]-N-(4-cyano-2,5-difluorophenyl)-1H-pyrrole-3-sulfonamide ClC=1C=C(C=C(C1)F)CC=1C(=CNC1)S(=O)(=O)NC1=C(C=C(C(=C1)F)C#N)F